OC1=C(C=CC(=C1)OC(C(=O)OCCCCCCCC)C)C1=NC(=NC(=N1)C1=C(C=C(C=C1)OC(C(OCCCCCCCC)=O)C)O)C1=C(C=C(OC(C(=O)OCCCCCC(C)C)C)C=C1)O isooctyl 2-[4-[4,6-bis[2-hydroxy-4-(1-methyl-2-octoxy-2-oxo-ethoxy)phenyl]-1,3,5-triazin-2-yl]-3-hydroxy-phenoxy]propanoate